FC(C=1N=C2N(CCCC3=C2C=CC(=C3)CO)C1)(F)F (2-(trifluoromethyl)-6,7-dihydro-5H-benzo[c]imidazo[1,2-a]azepin-9-yl)methanol